3-(3-((R)-2,3-dihydro-[1,4]dioxino[2,3-b]pyridin-3-yl)phenyl)-1,2,4-oxadiazol O1C[C@H](OC2=NC=CC=C21)C=2C=C(C=CC2)C2=NOC=N2